C12CC(CC2C1)OCC=1C=C(C=CC1Br)NC1(CCOCC1)C(=O)O 4-((3-((bicyclo[3.1.0]hexan-3-yloxy)methyl)-4-bromophenyl)amino)tetrahydro-2H-pyran-4-carboxylic acid